tert-Butyl (S)-(3-(4-iodophenyl)-1-oxo-1-(piperidin-1-yl)propan-2-yl)carbamate IC1=CC=C(C=C1)C[C@@H](C(N1CCCCC1)=O)NC(OC(C)(C)C)=O